C(C)(C)(C)N1N=C(C(=C1)C(=O)NC1=C(C=C(C(=C1)C=1C=C(C=2N(C1)C=CN2)C2=CC=NC=C2)C)F)F 1-(Tert-butyl)-3-fluoro-N-(2-fluoro-4-methyl-5-(8-(pyridin-4-yl)imidazo[1,2-a]pyridin-6-yl)phenyl)-1H-pyrazole-4-carboxamide